4-amino-8-(3-{[2-(3,4-dimethoxyphenyl)ethyl]amino}propyl)-6,6-dimethyl-2-(4-methyl-3-nitrophenyl)-1H-imidazo[4,5-H]-isoquinoline-7,9(6H,8H)-dione NC1=CC=2C(C(N(C(C2C2=C1N=C(N2)C2=CC(=C(C=C2)C)[N+](=O)[O-])=O)CCCNCCC2=CC(=C(C=C2)OC)OC)=O)(C)C